1-(3-(5-amino-2-chloro-4-fluoro-3-methylbenzamido)-4-(4-methyl-1,4-diazepan-1-yl)phenyl)-1H-1,2,3-triazole-4-carboxylic acid NC=1C(=C(C(=C(C(=O)NC=2C=C(C=CC2N2CCN(CCC2)C)N2N=NC(=C2)C(=O)O)C1)Cl)C)F